(M)-3-bromo-4-((5-fluoropyridin-2-yl)methoxy)-6''-(2-hydroxypropan-2-yl)-3'',5',6-trimethyl-2H-[1,4':2',2''-terpyridin]-2-one BrC=1C(N(C(=CC1OCC1=NC=C(C=C1)F)C)C1=CC(=NC=C1C)C1=NC(=CC=C1C)C(C)(C)O)=O